13-(3-(pyrimidin-5-yl)ureido)tridecanoic acid N1=CN=CC(=C1)NC(NCCCCCCCCCCCCC(=O)O)=O